O1N=CC2=C1C=CC(=C2)C2=CN=C(S2)NC(=O)C2CCN(CC2)C N-(5-(benzo[d]isoxazol-5-yl)thiazol-2-yl)-1-methylpiperidine-4-carboxamide